Cl.CN([C@@H]1C[C@@H](C1)N)C1=NC=C(N=C1)C(F)(F)F cis-N1-methyl-N1-(5-(trifluoromethyl)pyrazin-2-yl)cyclobutane-1,3-diamine hydrochloride